ClC=1C=NC(=NC1)N1CCC(CC1)CCCOC1=CC(=C(C=C1)CC(=O)N1CC(C1)CCNC[C@@H]([C@H]([C@@H]([C@@H](CO)O)O)O)O)F 2-[4-[3-[1-(5-chloropyrimidin-2-yl)-4-piperidyl]propoxy]-2-fluoro-phenyl]-1-[3-[2-[[(2S,3R,4R,5R)-2,3,4,5,6-pentahydroxyhexyl]amino]ethyl]azetidin-1-yl]ethanone